6-(4-chlorophenyl)-2-(3-methylbenzyl)pyridazin-3(2H)-one ClC1=CC=C(C=C1)C=1C=CC(N(N1)CC1=CC(=CC=C1)C)=O